BrC=1C=CC2=C(N(CCC(=C2)C=2OC(=CN2)C)C(=O)C2=CC=C(C=C2)OC)C1 (8-bromo-4-(5-methyloxazol-2-yl)-2,3-dihydro-1H-benzo[b]azepin-1-yl)(4-methoxyphenyl)methanone